C(C)(C)(C)OC(NC1(CCN(CC1)C1=NC(=C(N=C1)Br)C)C)=O (1-(5-bromo-6-methylpyrazin-2-yl)-4-methylpiperidin-4-yl)carbamic acid tert-butyl ester